(S)-1-Methyl-5-oxo-N-(6-((5-(trifluoromethyl)pyridin-2-yl)oxy)chroman-8-yl)pyrrolidine-2-carboxamide CN1[C@@H](CCC1=O)C(=O)NC=1C=C(C=C2CCCOC12)OC1=NC=C(C=C1)C(F)(F)F